N1(CCOCC1)SC=1SC2=C(N1)C=CC=C2 2-(4-morpholinyl-Mercapto)Benzothiazole